CC=1C=C(C=CC1)CN1C(CCC1=O)C(C(=O)O)=O 2-{1-[(3-Methylphenyl)methyl]-5-oxopyrrolidin-2-yl}-2-oxoacetic Acid